[6-[(3-fluoro-5-methylsulfonyl-phenyl)methyl]-2-azaspiro[3.3]heptan-2-yl]-[6-[3-(1-hydroxycyclopropyl)-1,2,4-triazol-1-yl]-2-azaspiro[3.3]heptan-2-yl]methanone FC=1C=C(C=C(C1)S(=O)(=O)C)CC1CC2(CN(C2)C(=O)N2CC3(C2)CC(C3)N3N=C(N=C3)C3(CC3)O)C1